tert-Butyl (R)-(2-methyl-3-((5-(methylthio) pyrimidin-2-yl)amino)propyl)carbamate C[C@@H](CNC(OC(C)(C)C)=O)CNC1=NC=C(C=N1)SC